2-(3-chloro-4-methoxyphenyl)-3-(pyridin-4-yl)-4,5,6,7-tetrahydropyrazolo[1,5-a]pyrazine hydrogen chloride Cl.ClC=1C=C(C=CC1OC)C1=NN2C(CNCC2)=C1C1=CC=NC=C1